1,2-bis(4-hydroxy-3,3-dimethylbutoxy)ethylene OCC(CCOC=COCCC(CO)(C)C)(C)C